(4-(2-(2,6-dimethylpyridin-4-yl)-3-isopropyl-1H-indol-5-yl)piperidin-1-yl)(1-isopropyl-4-methylpiperidin-4-yl)methanone CC1=NC(=CC(=C1)C=1NC2=CC=C(C=C2C1C(C)C)C1CCN(CC1)C(=O)C1(CCN(CC1)C(C)C)C)C